C(C1=CC=CC=C1)SC(CCCCC(=O)O)CCSC(C1=CC=CC=C1)(C1=CC=CC=C1)C1=CC=CC=C1 6-(benzylthio)-8-(tritylthio)octanoic acid